3-(4-bromo-5-((4-(4-((5-chloro-4-((2-(dimethylphosphoryl)phenyl)amino)pyrimidin-2-yl)amino)-3-methoxyphenyl)piperazin-1-yl)methyl)-1-oxoisoindolin-2-yl)piperidine-2,6-dione BrC1=C2CN(C(C2=CC=C1CN1CCN(CC1)C1=CC(=C(C=C1)NC1=NC=C(C(=N1)NC1=C(C=CC=C1)P(=O)(C)C)Cl)OC)=O)C1C(NC(CC1)=O)=O